ClC1=NC(=C2N=CN(C2=N1)CC)C=1C=CCN(C1)C 5-(2-chloro-9-ethyl-9H-purin-6-yl)-1-methylpyridin